(R)-N-(2-methoxyethyl)-N-methylpyrrolidin-3-amine COCCN([C@H]1CNCC1)C